N1=C(N=CC=C1)N1N=CN=C1CCN (2-pyrimidin-2-yl-1,2,4-triazol-3-yl)ethylamine